COC(=O)C=1C(C=C2N(C(CC3=CC(=C(C=C23)OC)C2=NNC=N2)C(C)(C)C)C1)=O 6-tert-butyl-10-methoxy-2-oxo-9-(1H-1,2,4-triazol-3-yl)-6,7-dihydro-2H-pyrido[2,1-a]isoquinoline-3-carboxylic acid methyl ester